C[C@H]([C@@H](C(=O)O)NC(=O)OP(=O)(O)OC[C@@H]1[C@H]([C@H]([C@@H](O1)N2C=NC3=C(N=CN=C32)N)O)O)O The molecule is a threonine derivative that is L-threonine in which one of the amino hydrogens is substituted by and adenyloxycarbonyl group It is a purine ribonucleoside 5'-monophosphate and a L-threonine derivative. It derives from an adenosine 5'-monophosphate.